(S)-7-(((methylsulfonyl)oxy)methyl)-1,4-oxazepan-4-carboxylic acid benzyl ester C(C1=CC=CC=C1)OC(=O)N1CCO[C@@H](CC1)COS(=O)(=O)C